2-(3-chloro-2-butenyl)-2-isobutyl-propanediol ClC(=CCC(C(O)O)(C)CC(C)C)C